rac-(3R)-tetrahydrofuran O1CCCC1